C(#N)C1=CC(=C(C=C1)S(=O)(=O)Cl)F 4-cyano-2-fluorobenzene-1-sulfonyl chloride